nickel-cobalt chromium-molybdenum [Mo].[Cr].[Co].[Ni]